ClC1=C(C(=O)N2COC3=C(C2)C=CC=C3C3=CC(=C(C(=O)O)C=C3F)N3C2COCC3CC2)C(=CC(=C1)C=1C=C2C(=NC1)N(N=C2)C)Cl 4-[3-[2,6-Dichloro-4-(1-methylpyrazolo[3,4-b]pyridin-5-yl)benzoyl]-2,4-dihydro-1,3-benzoxazin-8-yl]-5-fluoro-2-(3-oxa-8-azabicyclo[3.2.1]octan-8-yl)benzoic acid